C(CCCCCCCCCCCCC)[NH-] tetradecyl-amide